ClC1=NC2=CC(=CC=C2C(=C1NC(CC1=CC=C(C=C1)OC)=O)NC)Cl N-(2,7-dichloro-4-(methylamino)quinolin-3-yl)-2-(4-methoxyphenyl)acetamide